[6-(1H-benzotriazol-5-yl)-2-methoxy-3-pyridinyl]-5-methyl-3-phenyl-isoxazole-4-carboxamide N1N=NC2=C1C=CC(=C2)C2=CC=C(C(=N2)OC)NC(=O)C=2C(=NOC2C)C2=CC=CC=C2